C1(CCCC1)C1CC(N(C1)C(=O)OC(C)(C)C)C(N[C@H](C(=O)OC)C[C@H]1C(NCCC1)=O)=O tert-butyl 4-cyclopentyl-2-(((S)-1-methoxy-1-oxo-3-((S)-2-oxopiperidin-3-yl)propan-2-yl)carbamoyl)pyrrolidine-1-carboxylate